BrC1=C2CCN(C2=C(C=C1)OC)CCCOC 4-bromo-7-methoxy-1-(3-methoxypropyl)indoline